C(C)OC(CCC(=O)C1=C(C(=NC(=C1)Br)C#N)O)=O 4-(6-Bromo-2-cyano-3-hydroxy-pyridin-4-yl)-4-oxo-butyric acid ethyl ester